C12(CC3CC(CC(C1)C3)C2)CN2N=CC(=C2C)OC(=O)C=2C=3N(C=CC2)C(=CN3)N=C(C3=CC=CC=C3)C3=CC=CC=C3 1-(adamantan-1-ylmethyl)-5-methyl-1H-pyrazol-4-yl-3-((diphenylmethylene)amino)imidazo[1,2-a]pyridine-8-carboxylate